(1S)-2-[3-bromo-6-[5-methyl-1-[1-(oxetan-3-yl)-4-piperidinyl]triazol-4-yl]pyrazolo[1,5-a]pyridin-4-yl]oxy-1-(5-fluoro-2-pyridinyl)ethanol BrC=1C=NN2C1C(=CC(=C2)C=2N=NN(C2C)C2CCN(CC2)C2COC2)OC[C@@H](O)C2=NC=C(C=C2)F